C(C=1C=CC(=NC1C1=CC=C(C=C1)F)C(=O)O)([2H])([2H])[2H] 5-(methyl-d3)-6-(4-fluorophenyl)picolinic acid